C(C(=O)O)(=O)O.OCC1(CNC1)O 3-(hydroxymethyl)azetidin-3-ol oxalate